4,6-DICHLORO-3-FORMYLCOUMARIN ClC1=C(C(OC2=CC=C(C=C12)Cl)=O)C=O